COC1=CC=C(CN(C2=CC(=C(C(=N2)S(=O)(=O)CCC#N)C(F)(F)F)C)CC2=CC=C(C=C2)OC)C=C1 3-((6-(bis(4-methoxybenzyl)amino)-4-methyl-3-(trifluoromethyl)pyridin-2-yl)sulfonyl)propanenitrile